C1(=CC(=CC=C1)C=1C=CC2=CC=C3C=CC(=NC3=C2N1)Br)C=1C=CC2=CC=C3C=CC(=NC3=C2N1)Br 9,9'-(1,3-phenylene)bis[2-bromo-1,10-phenanthroline]